7-chloropyrazolo[1,5-a]pyrazin-4(5H)-one ClC1=CNC(C=2N1N=CC2)=O